1-{5-[4-(6-chloro-3-quinolylamino)-2-pyrimidinylamino]-3-methoxy-2-pyridyl}-4-methyl-4-piperidinol ClC=1C=C2C=C(C=NC2=CC1)NC1=NC(=NC=C1)NC=1C=C(C(=NC1)N1CCC(CC1)(O)C)OC